C(=O)O.C(C)C=1C=C(NC=2C=3N(C=CN2)C(=CN3)C3=C(C(=C(OCC#N)C=C3)F)F)C=CC1C(=O)N1CCN(CC1)C(=O)[C@@H]1[C@@H](CNCC1)O |r| 2-[4-[8-[3-ethyl-4-[4-[rac-(3S,4S)-3-hydroxypiperidine-4-carbonyl]piperazine-1-carbonyl]anilino]imidazo[1,2-a]pyrazin-3-yl]-2,3-difluoro-phenoxy]acetonitrile formate